NC1=NC=CC=C1C1=NC=2C(=NC(=CC2)C2=CC=CC=C2)N1C1=CC=C(C=C1)C1CN(C1)C[C@@H]1CC([C@H](CC1)C(=O)OC)(C)C cis-methyl (1S,4S)-4-[[3-[4-[2-(2-amino-3-pyridyl)-5-phenyl-imidazo[4,5-b]pyridin-3-yl]phenyl]azetidin-1-yl]methyl]-2,2-dimethyl-cyclohexanecarboxylate